[C@H](C)(CC)[C@@H]1N(CC2=C(NC1=O)C=CC(=C2)C2CC2)C(=O)N (S)-3-((S)-sec-butyl)-7-cyclopropyl-2-oxo-1,2,3,5-tetrahydro-4H-benzo[e][1,4]diazepine-4-carboxamide